[2-[bis[(4-methoxyphenyl)methyl]amino]-4,6-dimethoxy-pyrimidin-5-yl]propane-1,2-diol COC1=CC=C(C=C1)CN(C1=NC(=C(C(=N1)OC)C(C(C)O)O)OC)CC1=CC=C(C=C1)OC